3-(6-oxo-1'-(3-(pyridin-2-yl)benzyl)-6,8-dihydro-2H,7H-spiro[furo[2,3-e]isoindole-3,4'-piperidin]-7-yl)piperidine-2,6-dione O=C1N(CC2=C3C(=CC=C12)C1(CCN(CC1)CC1=CC(=CC=C1)C1=NC=CC=C1)CO3)C3C(NC(CC3)=O)=O